3-(2,4-dimethylbenzenesulfonyl)-8-{5H,6H,7H,8H-imidazo[1,2-a]pyrazin-7-yl}-4H,5H-[1,2,3]triazolo[1,5-a]quinazolin-5-one CC1=C(C=CC(=C1)C)S(=O)(=O)C=1N=NN2C1NC(C1=CC=C(C=C21)N2CC=1N(CC2)C=CN1)=O